(4-(3-(dimethylamino)propyl)-3-fluorophenyl)-3-ethynyl-4-methylbenzamide CN(CCCC1=C(C=C(C=C1)C1=C(C(=O)N)C=CC(=C1C#C)C)F)C